maleimidopropyl-succinimidyl oxide C1(C=CC(N1CCCON1C(CCC1=O)=O)=O)=O